2H-1,3-benzodioxole-5-carboxylic acid O1COC2=C1C=CC(=C2)C(=O)O